[Co](Cl)(Cl)Cl.C(C)N1CN(C=C1)C 1-ethyl-3-methylimidazole cobalt trichloride